C(C)C(/C(/C(=O)O)=C\C(=O)O)CC.C/C(/C(C(=O)OCC)C(=O)OCC)=C\C (E)-diethyl 2-methylbut-2-enedicarboxylate (diethyl mesaconate)